isopropyl 4-methyl-2-(3-(3-(5-methyl-1,2,4-oxadiazol-3-yl)benzamido)propanamido)thiazole-5-carboxylate CC=1N=C(SC1C(=O)OC(C)C)NC(CCNC(C1=CC(=CC=C1)C1=NOC(=N1)C)=O)=O